C(C)(C)(C)OC(=O)N(C1=C(C(=NC=2N1N=CC2C(=O)OCC)Cl)C2=CC=CC=C2)C Ethyl 7-((tert-butoxycarbonyl) (methyl) amino)-5-chloro-6-phenylpyrazolo[1,5-a]pyrimidine-3-carboxylate